ClC1=C(C=CC=C1C)[C@H]1NCC[C@H]1O (2R,3R)-2-(2-Chloro-3-methyl-phenyl)pyrrolidin-3-ol